FC1=CN=C2C(=CC=[N+](C2=C1)[O-])C(=O)OC 7-fluoro-4-(methoxycarbonyl)-1,5-naphthyridine 1-oxide